C1CN(CCC12CCNCC2)C2=CC=CC=1N(C(N(C12)C)=O)C1C(NC(CC1)=O)=O 3-[4-(3,9-Diazaspiro[5.5]undec-3-yl)-3-methyl-2-oxo-benzoimidazol-1-yl]piperidine-2,6-dione